tert-butyl (2R,4S)-2-(8-bromo-6-cyano-3-(3-fluoro-4-methoxyphenyl)-4-oxo-3,4-dihydroquinazolin-2-yl)-4-fluoropyrrolidine-1-carboxylate BrC=1C=C(C=C2C(N(C(=NC12)[C@@H]1N(C[C@H](C1)F)C(=O)OC(C)(C)C)C1=CC(=C(C=C1)OC)F)=O)C#N